C(C)(C)(C)N1N=CC(=C1)N 1-tert-Butyl-1H-pyrazol-4-amine